tert-butyl 7-[(1S)-1-(1-ethyl-4-methyl-benzotriazol-5-yl)-2-methoxycarbonyl-butyl]-3,4-dihydro-1H-isoquinoline-2-carboxylate C(C)N1N=NC2=C1C=CC(=C2C)[C@@H](C(CC)C(=O)OC)C2=CC=C1CCN(CC1=C2)C(=O)OC(C)(C)C